2,2-bis[(4-aminophenoxy)phenyl]hexafluoropropane germanium silicon tin [Sn].[Si].[Ge].NC1=CC=C(OC2=C(C=CC=C2)C(C(F)(F)F)(C(F)(F)F)C2=C(C=CC=C2)OC2=CC=C(C=C2)N)C=C1